C(#N)C=1C=NC2=CC(=C(C=C2C1NC1=C(C=C(C(=C1)OC)Cl)Cl)OC)OCCCN1CCN(CC1)C(CCCC(=O)NC1=C2CN(C(C2=CC=C1)=O)C1C(NC(CC1)=O)=O)=O 5-(4-(3-((3-cyano-4-((2,4-dichloro-5-methoxyphenyl)amino)-6-methoxyquinolin-7-yl)oxy)propyl)piperazin-1-yl)-N-(2-(2,6-dioxopiperidin-3-yl)-1-oxoisoindolin-4-yl)-5-oxopentanamide